C(C)(C)(C)OC(CN1CCC2(CC1)CC1=CC=C(C=C1C2)Br)=O 2-(5-bromo-1,3-dihydrospiro[inden-2,4'-piperidin]-1'-yl)acetic acid tert-butyl ester